N-[(1S)-2,2-dicyclopropyl-1-[[5-(5-cyclopropyl-2-methyl-3-pyridyl)-6-fluoro-2-pyridyl]carbamoyl]ethyl]-2-isopropyl-pyrazole-3-carboxamide C1(CC1)C([C@@H](C(NC1=NC(=C(C=C1)C=1C(=NC=C(C1)C1CC1)C)F)=O)NC(=O)C=1N(N=CC1)C(C)C)C1CC1